C(=O)C1=C(OCC=2C=C(C(=O)N)C=CC2)C=CC=C1 3-((2-formylphenoxy)methyl)benzamide